Br.Br.COC([C@@H](CC=1C=C2C=NNC2=C(C1)C)N)=O.BrC=1C=CC2=C(N(CCC(=C2)C=2OC(=CN2)C)C(=O)C2=CC(=C(C=C2)OC)F)C1 (8-bromo-4-(5-methyloxazol-2-yl)-2,3-dihydro-1H-benzo[b]azepin-1-yl)(3-fluoro-4-methoxyphenyl)methanone methyl-(R)-2-amino-3-(7-methyl-1H-indazol-5-yl)propanoate dihydrobromide